C(C1=CC=CC=C1)NC(=O)[C@@]12NC([C@H]3[C@H]([C@@H]1N(C[C@@H]2C3)CC3=CC(=CC=C3)Cl)CC(C)C)=O |o1:10,13,14,15,18| (3S*,3aS*,6R*,7R*,7aS*)-N-benzyl-1-(3-chlorobenzyl)-7-isobutyl-5-oxooctahydro-3aH-3,6-methanopyrrolo[3,2-b]pyridine-3a-carboxamide